N-(5-chloro-1,3,4-thiadiazol-2-yl)-2-((4-oxo-1-(tetrahydro-2H-pyran-4-yl)-4,5-dihydro-1H-pyrazolo[3,4-d]pyrimidin-6-yl)thio)propionamide lithium hypobromite Br[O-].[Li+].ClC1=NN=C(S1)NC(C(C)SC=1NC(C2=C(N1)N(N=C2)C2CCOCC2)=O)=O